ClC1=CC=C(C(=N1)S(=O)(=O)NC(=O)C1CC1)N[C@H](C)C=1C=C(C=C2C(N(C(=NC12)N1CC2=CC=C(C=C2C1)F)C)=O)C (R)-N-((6-chloro-3-((1-(2-(5-fluoroisoindolin-2-yl)-3,6-dimethyl-4-oxo-3,4-dihydroquinazolin-8-yl)ethyl)amino)pyridin-2-yl)sulfonyl)cyclopropane-carboxamide